C=CC=C(CCCCCCCC(CCO)O)O tetradecadiene-4,12,14-triol